(R)-N-(amino(2-(2-hydroxypropan-2-yl)thiazol-5-yl)(oxo)-λ6-sulfaneylidene)-2-(2,2-difluoro-4,6-diisopropylbenzo[d][1,3]dioxol-5-yl)acetamide N[S@](=NC(CC1=C(C2=C(OC(O2)(F)F)C=C1C(C)C)C(C)C)=O)(=O)C1=CN=C(S1)C(C)(C)O